dioleylethyl-dimethyl-ammonium lithium [Li+].C(CCCCCCC\C=C/CCCCCCCC)C([NH+](C)CC)CCCCCCCC\C=C/CCCCCCCC